5-(octadecan-3-yl)oxazol-2(3H)-one CCC(CCCCCCCCCCCCCCC)C1=CNC(O1)=O